(S)-N-(3-(1-((2-ethyl-2H-pyrazolo[3,4-b]pyrazin-6-yl)amino)ethyl)-4-fluorophenyl)-6-(trifluoromethyl)nicotinamide C(C)N1N=C2N=C(C=NC2=C1)N[C@@H](C)C=1C=C(C=CC1F)NC(C1=CN=C(C=C1)C(F)(F)F)=O